tert-butyl (3-(3-(4-bromobenzyl)-1,2,4-oxadiazol-5-yl)propyl)carbamate BrC1=CC=C(CC2=NOC(=N2)CCCNC(OC(C)(C)C)=O)C=C1